(S)-N-(chroman-4-yl)-2-(4-hydroxypiperidin-1-yl)benzo[d]thiazole-6-carboxamide O1CC[C@@H](C2=CC=CC=C12)NC(=O)C1=CC2=C(N=C(S2)N2CCC(CC2)O)C=C1